ClC=1C=C(C=CC1)/C=C/C (2E)-3-(3-chlorophenyl)-2-propene